ethyl (triphenylphosphoranylidene)pyruvate C1(=CC=CC=C1)P(C1=CC=CC=C1)(C1=CC=CC=C1)=CC(C(=O)OCC)=O